6-Chloro-3-((1-(2-(4,4-difluoropiperidin-1-yl)-3-ethyl-6-methyl-4-oxo-3,4-dihydroquinazolin-8-yl)ethyl)amino)picolinic acid ClC1=CC=C(C(=N1)C(=O)O)NC(C)C=1C=C(C=C2C(N(C(=NC12)N1CCC(CC1)(F)F)CC)=O)C